NCC(C[Si](OC)(OC)OC)C 3-Amino-2-methylpropyl-trimethoxysilan